2-(2-imidazolinyl)propane N1(C=NCC1)C(C)C